C(OCCC#C)(OCCC#C)=O di(but-3-yn-1-yl) carbonate